o-nitrophenyl α-D-galactopyranoside O([C@@H]1[C@H](O)[C@@H](O)[C@@H](O)[C@H](O1)CO)C1=C(C=CC=C1)[N+](=O)[O-]